[N+](=O)([O-])C=1C=C(C(=O)O)C=CC1CC(C)=O 3-nitro-4-(2-oxopropyl)benzoic acid